C(#N)C1C(C2=CC=C(C=C2C1=O)C(=O)C=1C=C2C(C(C(C2=CC1)=O)C#N)=O)=O 5-(2-cyano-1,3-dioxo-2,3-dihydro-1H-indene-5-carbonyl)-1,3-dioxo-2,3-dihydro-1H-indene-2-carbonitrile